N-(1-cyanocyclopropyl)-3-(5-(difluoromethyl)-1,3,4-thiadiazol-2-yl)-8-((2R,5S)-2-(hydroxymethyl)-5-methylmorpholino)imidazo[1,5-a]pyridine-6-sulfonamide C(#N)C1(CC1)NS(=O)(=O)C=1C=C(C=2N(C1)C(=NC2)C=2SC(=NN2)C(F)F)N2C[C@@H](OC[C@@H]2C)CO